C(C)(C)(C)C1=C(N=CN1)C=C1C(NC(C(N1)=O)=CC1=C(C=CC=C1)N)=O 3-[(5-tert-butyl-1H-imidazol-4-yl)methylene]-6-(o-aminobenzylidene)-2,5-piperazinedione